N[C@H]1CCN(C2=C(N(C1=O)C)C=CC=C2F)CC(CN2CCN(CC2)C(\C=C\CN(C)C)=O)O (3S)-3-amino-6-(3-(4-((E)-4-(dimethylamino)but-2-enoyl)piperazin-1-yl)-2-hydroxypropyl)-7-fluoro-1-methyl-3,4,5,6-tetrahydrobenzo[b][1,4]diazocine-2(1H)-one